Hydroxythiopyranone C1=CC(S(=O)C=C1)O